2-(benzo[d]thiazole-5-carbonyl)-2,7-diazaspiro[4.5]decane-6,8-dione S1C=NC2=C1C=CC(=C2)C(=O)N2CC1(CC2)C(NC(CC1)=O)=O